CN(C)C(CO)(C)C 2-(N,N-dimethylamino)isobutanol